8-bromo-2-(4,4-difluoro-1-piperidyl)-6-fluoro-3-methyl-quinoline-4-carbonitrile BrC=1C=C(C=C2C(=C(C(=NC12)N1CCC(CC1)(F)F)C)C#N)F